ClC1=NC=2N([C@H](C(N(C2C=N1)CC)=O)C)CC (7S)-2-chloro-5,8-diethyl-7-methyl-7,8-dihydropteridin-6(5H)-one